tertbutyl (±)-2-methyl-3-oxo-3,5,6,7,8,9-hexahydro-2H-6,9-epiminocyclohepta[c]pyridazine-10-carboxylate CN1N=C2C(=CC1=O)CC1CCC2N1C(=O)OC(C)(C)C